1-[(3S)-6-fluoro-3-methyl-8-[5-(trifluoromethyl)-1,2,4-oxadiazol-3-yl]-3,5-dihydro-2H-1,4-benzoxazepin-4-yl]-2-hydroxyethanone FC1=CC(=CC2=C1CN([C@H](CO2)C)C(CO)=O)C2=NOC(=N2)C(F)(F)F